FC=1C=C(C=CC1F)N(C(=O)[C@H]1N(C[C@H](C1)NC1COC1)C1=NC(=CC(=C1)C(F)(F)F)C)CC (2s,4s)-N-(3,4-difluorophenyl)-N-ethyl-1-(6-methyl-4-(trifluoromethyl)pyridin-2-yl)-4-(oxetan-3-ylamino)pyrrolidine-2-carboxamide